C(C1=CC=CC=C1)O[C@H](C(=O)OCC)C (S)-ethyl 2-(benzyloxy)propanoate